4-(4-(3,8-diazabicyclo-[3.2.1]octan-3-yl)-2-((1-((dimethylamino)methyl)-cyclopropyl)methoxy)-8-fluoroquinazolin-7-yl)naphthalen-2-ol C12CN(CC(CC1)N2)C2=NC(=NC1=C(C(=CC=C21)C2=CC(=CC1=CC=CC=C21)O)F)OCC2(CC2)CN(C)C